CN1C(=NC2=C(C=C(C=C2C1=O)C)\C(\C)=N/[S@](=O)C(C)(C)C)C=1N(C=CN1)C (R,Z)-N-(1-(3,6-dimethyl-2-(1-methyl-1H-imidazol-2-yl)-4-oxo-3,4-dihydroquinazolin-8-yl)ethylidene)-2-methylpropane-2-sulfinamide